fmoc-N-tert-butoxycarbonyl-L-lysine C(=O)(OCC1C2=CC=CC=C2C2=CC=CC=C12)N([C@@H](CCCCN)C(=O)O)C(=O)OC(C)(C)C